N-(3',5'-ditertiarybutyl-1,1'-biphenyl-4-yl)-N-(1,1'-biphenyl-2-yl)-9,9-dimethyl-9H-fluoren-2-amine C(C)(C)(C)C=1C=C(C=C(C1)C(C)(C)C)C1=CC=C(C=C1)N(C1=CC=2C(C3=CC=CC=C3C2C=C1)(C)C)C1=C(C=CC=C1)C1=CC=CC=C1